C(#N)CC1=C(C(=O)O)C=C(C(=C1)C(F)(F)F)F 2-(cyanomethyl)-5-fluoro-4-(trifluoromethyl)benzoic acid